ClC1=NC=2C=CC=CC2C2=C1C=CN2CCC2=C(C=CC=C2)O 2-(2-(4-chloro-1H-pyrrolo[3,2-c]quinolin-1-yl)ethyl)phenol